(R)-2-((3,5-dicyano-4-ethyl-6-((S)-3-hydroxypyrrolidine-1-yl)pyridin-2-yl)sulfanyl)-2-(4-fluorophenyl)acetamide C(#N)C=1C(=NC(=C(C1CC)C#N)N1C[C@H](CC1)O)S[C@@H](C(=O)N)C1=CC=C(C=C1)F